C(CCCCCCCCCCCCCCCCCCC)(=O)[O-].[Li+] lithium icosanate